2-[ETHYL(PROPYL)AMINO]ACETALDEHYDE C(C)N(CC=O)CCC